C[Si](O[SiH](C)C)(CC[Si](OCC)(OCC)OCC)C 1,1,3,3-tetramethyl-1-[2'-(triethoxysilyl)ethyl]-disiloxane